O8-[2,2-bis[[8-[(Z)-non-3-enoxy]-8-oxooctanoyl]oxymethyl]-3-[4-(2-pyrrolidin-1-ylethylcarbamoyloxy)dodecanoyloxy]propyl] O1-[(Z)-non-3-enyl] octanedioate C(CCCCCCC(=O)OCC(COC(CCC(CCCCCCCC)OC(NCCN1CCCC1)=O)=O)(COC(CCCCCCC(OCC\C=C/CCCCC)=O)=O)COC(CCCCCCC(=O)OCC\C=C/CCCCC)=O)(=O)OCC\C=C/CCCCC